FC=1C=C(C[C@H](N)C(=O)O)C=CC1O L-3-Fluorotyrosine